Cl.FC=1C=CC=C2C=CC=NC12 8-fluoroquinoline hydrochloride